3-methoxypyridinecarbonitrile COC=1C(=NC=CC1)C#N